CC1=[N+](ON=C1C(=O)O)[O-] 4-METHYL-5-OXY-FURAZAN-3-CARBOXYLIC ACID